(2-methoxy-6-(pyrimidin-2-yl)phenyl)((1S,4R,6R)-6-((5-(trifluoromethyl)pyridin-2-yl)amino)-2-azabicyclo[2.2.2]octan-2-yl)methanone COC1=C(C(=CC=C1)C1=NC=CC=N1)C(=O)N1[C@@H]2[C@@H](C[C@H](C1)CC2)NC2=NC=C(C=C2)C(F)(F)F